porphyrinogen C1C2=CC=C(N2)CC3=CC=C(N3)CC4=CC=C(N4)CC5=CC=C1N5